C(C)C1=C(C(=CC(=C1)C)CCCCCC)O 2-ethyl-4-methyl-6-Hexylphenol